N-(4-benzylthiazol-2-yl)-1-(pyridin-4-ylmethyl)-1H-pyrrole-2-carboxamide C(C1=CC=CC=C1)C=1N=C(SC1)NC(=O)C=1N(C=CC1)CC1=CC=NC=C1